2,2-Difluoro-3-((1S,3R)-1-(2-(((S)-2-(3-fluoropropyl)isoxazolidin-4-yl)oxy)thiazol-5-yl)-3-methyl-1,3,4,9-tetrahydro-2H-pyrido[3,4-b]indol-2-yl)propan-1-ol FC(CO)(CN1[C@@H](C=2NC3=CC=CC=C3C2C[C@H]1C)C1=CN=C(S1)O[C@H]1CN(OC1)CCCF)F